C(C#CC)N1C(CCCC1)C=O 1-(BUT-2-YN-1-YL)PIPERIDINE-2-CARBALDEHYDE